CN(C1CCC(CC1)NC=1N=CC2=C(N1)N(C(C(=C2)C2=C(C(=C(C(=C2)F)NCC(C(F)(F)F)O)F)F)=O)C(C)C)C 2-(((1r,4r)-4-(Dimethylamino)cyclohexyl)amino)-8-isopropyl-6-(2,3,5-trifluoro-4-((3,3,3-trifluoro-2-hydroxypropyl)amino)phenyl)pyrido[2,3-d]pyrimidin-7(8H)-one